N[C@@]1(CN(CC1)C=1C(=NC=C(C1C1=CC(=CC(=C1)F)F)C)C(=O)N[C@@H](C)C1CC1)C 3-[(3S)-3-amino-3-methylpyrrolidin-1-yl]-N-[(1S)-1-cyclopropylethyl]-4-(3,5-difluorophenyl)-5-methylpyridine-2-carboxamide